(E)-4-(2,4-dichlorophenyl)but-3-en-2-one ClC1=C(C=CC(=C1)Cl)/C=C/C(C)=O